(4-methylamyl)anilino-4-(1H-indol-4-yloxy)-5-trifluoromethyl-pyrimidine CC(CCCC1=C(C(=NC(=N1)NC1=CC=CC=C1)OC1=C2C=CNC2=CC=C1)C(F)(F)F)C